(R,E)-3-(4-chlorophenyl)-N'-((4-chlorophenyl)sulfonyl)-4-phenyl-N-((1r,3S)-3-(sulfamoylamino)cyclobutyl)-4,5-dihydro-1H-pyrazole-1-carboximidamide ClC1=CC=C(C=C1)C1=NN(C[C@H]1C1=CC=CC=C1)/C(/NC1CC(C1)NS(N)(=O)=O)=N/S(=O)(=O)C1=CC=C(C=C1)Cl